The molecule is an organic heterotricyclic compound that is 10,11-dihydro-6H-oxepino[2,3-d]pyrazino[1,2-a]pyrimidine-6,9(8H)-dione substituted by a benzyl group at position 8 and a butan-2-yl group at position 11. It has been isolated from Aspergillus species. It has a role as an Aspergillus metabolite. It is an organic heterotricyclic compound, an organonitrogen heterocyclic compound, a cyclic ether and a lactam. CCC(C)[C@H]1C2=NC3=C(C=CC=CO3)C(=O)N2[C@@H](C(=O)N1)CC4=CC=CC=C4